pseudouridine-5'-phosphate P(=O)(O)(O)OC[C@@H]1[C@H]([C@H]([C@@H](O1)C1=CNC(=O)NC1=O)O)O